FC(OC1=CC2=C(N=C(O2)C2=C(C(=CC=C2)C2=CC3=C(OCCO3)C=C2)C)C=C1CN1[C@@H](CCC1)C(=O)O)F ((6-(difluoromethoxy)-2-(3-(2,3-dihydrobenzo[b][1,4]dioxin-6-yl)-2-methylphenyl)benzo[d]oxazol-5-yl)methyl)-L-proline